FC(C1=NN=C(S1)N1C(N(C2=C1C=C(C=C2C=2CCN(CC2)C(=O)C2(CC2)OC)S(=O)(=O)NC2(COC2)CF)CC)=O)F 3-[5-(difluoromethyl)-1,3,4-thiadiazol-2-yl]-1-ethyl-N-[3-(fluoromethyl)oxetan-3-yl]-7-[1-(1-methoxycyclopropanecarbonyl)-3,6-dihydro-2H-pyridin-4-yl]-2-oxo-benzimidazole-5-sulfonamide